ClC=1C=C(C=C(C1)NS(=O)(=O)C)NC(=O)C1=CN(C(=C1)C1=NC=C(C=C1OCC1=CC(=CC(=C1)F)C#N)N1CC(C1)(F)F)C N-(3-chloro-5-methanesulfonamidophenyl)-5-{3-[(3-cyano-5-fluorophenyl)methoxy]-5-(3,3-difluoroazetidin-1-yl)pyridin-2-yl}-1-methyl-1H-pyrrole-3-carboxamide